C(C1=CC=CC=C1)N1C[C@H](CC1)NC (s)-1-Benzyl-N-methylpyrrolidin-3-amine